FC=1C=C(C=C2C=CC=NC12)C1=C(N=C(N=N1)N)C1=CC=CC=C1 6-(8-fluoroquinoline-6-yl)-5-phenyl-1,2,4-triazine-3-amine